COC1CC(C1)C(=O)N[C@H](C(=O)N1[C@@H]([C@H]2C([C@H]2C1)(C)C)C(=O)O)C(C)(C)C (1R,2S,5S)-3-[(2S)-2-[(3-methoxycyclobutanecarbonyl)amino]-3,3-dimethyl-butanoyl]-6,6-dimethyl-3-azabicyclo[3.1.0]hexane-2-carboxylic acid